N-(5-(tert-butyl)-[1,1'-biphenyl]-2-yl)-N-(4-chloronaphthalen-2-yl)benzo[b]thiophen-3-amine C(C)(C)(C)C=1C=CC(=C(C1)C1=CC=CC=C1)N(C=1C2=C(SC1)C=CC=C2)C2=CC1=CC=CC=C1C(=C2)Cl